C1(CC1)C[C@@H](C(=O)O)N1N=C(C(=CC1=O)C)CCN1CC(C1)F (S)-3-cyclopropyl-2-(3-(2-(3-fluoroazetidin-1-yl)ethyl)-4-methyl-6-oxopyridazin-1(6H)-yl)propanoic acid